tert-Butyl (1S,3S,4S)-5,5-difluoro-3-[[(1S,2Z)-1-[[(3S)-2-oxopyrrolidin-3-yl]methyl]-2-(2-oxotetrahydrofuran-3-ylidene)ethyl]carbamoyl]-2-azabicyclo[2.2.2]octane-2-carboxylate FC1([C@@H]2[C@H](N([C@H](C1)CC2)C(=O)OC(C)(C)C)C(N[C@H](\C=C\2/C(OCC2)=O)C[C@H]2C(NCC2)=O)=O)F